FC(C1=CN=C(S1)COC1=C(C=CC(=N1)C1=CC(=C(CC2=NC3=C(N2[C@@H]2COCC2(C)C)C=C(C=C3)C(=O)O)C=C1F)F)F)F (S)-2-(4-(6-((5-(difluoromethyl)thiazol-2-yl)methoxy)-5-fluoropyridin-2-yl)-2,5-difluorobenzyl)-1-(4,4-dimethyltetrahydrofuran-3-yl)-1H-benzo[d]imidazole-6-carboxylic acid